BrC1=C(N=C2OCCN21)Br 5,6-dibromo-2,3-dihydroimidazo[2,1-B]oxazole